[N+](=O)([O-])C1=CC=C(CN2N=CC(=C2)NC2=NC=C(C(=N2)C2=NN(C=C2)C(=O)OC(C)(C)C)C(F)(F)F)C=C1 tert-butyl 3-(2-((1-(4-nitrobenzyl)-1H-pyrazol-4-yl) amino)-5-(trifluoromethyl) pyrimidin-4-yl)-1H-pyrazole-1-carboxylate